6-amino-9-[(4R)-1-{2-[1-(azetidin-3-yl)piperidin-4-yl]ethyl}-3,3-difluoropiperidin-4-yl]-7-(4-phenoxyphenyl)purin-8-one hydrochloride Cl.NC1=C2N(C(N(C2=NC=N1)[C@H]1C(CN(CC1)CCC1CCN(CC1)C1CNC1)(F)F)=O)C1=CC=C(C=C1)OC1=CC=CC=C1